COC1=C(C=CC(=C1)F)N1C(=NC2=CC=C(C=C2C1=O)[N+](=O)[O-])[C@@H]1NCCC1 (R)-3-(2-methoxy-4-fluorophenyl)-6-nitro-2-(pyrrolidin-2-yl)quinazolin-4(3H)-one